C(CCCCCCCCC)[SiH2]CC1=CC(=C(C=C1)OC)OCCCOC decyl-(4-methyloxy-3-(3-methoxypropoxy)phenyl)methylsilane